(2S,4R)-4-hydroxy-1-(3-hydroxy-2-methylbenzoyl)-N-(4-(4-methylthiazol-5-yl)benzyl)pyrrolidine-2-carboxamide O[C@@H]1C[C@H](N(C1)C(C1=C(C(=CC=C1)O)C)=O)C(=O)NCC1=CC=C(C=C1)C1=C(N=CS1)C